2,2,2-trifluoroethyl 3-(1H-pyrazol-5-yl)-2-((((CIS)-4-(2,3,6-trifluorophenyl)-cyclohexyl)oxy)methyl)piperidine-1-carboxylate N1N=CC=C1C1C(N(CCC1)C(=O)OCC(F)(F)F)CO[C@@H]1CC[C@@H](CC1)C1=C(C(=CC=C1F)F)F